N1(CCC1)C1CN(C1)CC(C1=CC=C(C=C1)F)NS(=O)(=O)C1=CC=C(C=C1)OC(F)(F)F N-(2-([1,3'-biazetidin]-1'-yl)-1-(4-fluorophenyl)ethyl)-4-(trifluoromethoxy)benzenesulfonamide